BrC1=CC2=C(N=C(S2)C2CCN(CC2)C2=CC(N(C3=CC=CC=C23)C)=O)C=C1 4-[4-(6-bromo-1,3-benzothiazol-2-yl)piperidin-1-yl]-1-methyl-2-oxo-1,2-dihydroquinoline